2-(1H-imidazol-4-ylmethyl)benzonitrile N1C=NC(=C1)CC1=C(C#N)C=CC=C1